FC=1C=2CCCC2C(=C2CCCC12)NC(=O)NS(=O)(=O)C=1OC(=C(C1)CN(C)CC1(CCCC1)O)C N-((8-fluoro-1,2,3,5,6,7-hexahydro-s-indacen-4-yl)carbamoyl)-4-((((1-hydroxycyclopentyl)methyl)(methyl)amino)methyl)-5-methylfuran-2-sulfonamide